5-chloro-1'-(2-[3-(1,2-dihydroxyethyl)-4-methanesulfonylphenoxy]ethyl)-1,2-dihydrospiro[indole-3,4'-piperidin]-2-one ClC=1C=C2C(=CC1)NC(C21CCN(CC1)CCOC1=CC(=C(C=C1)S(=O)(=O)C)C(CO)O)=O